C(C)(C)(C)C1=CC=C(C=C1)C1=CC=C(C=C1)C(C)(C)C 4,4'-ditert-butyl-biphenyl